(2S)-N-Benzyl-2-(2-oxopyrrolidin-1-yl)propanamid C(C1=CC=CC=C1)NC([C@H](C)N1C(CCC1)=O)=O